5-(5-Chloro-4-fluoro-2-{[(3S)-3-(morpholin-4-ylmethyl)-3,4-dihydroisoquinolin-2(1H)-yl]carbonyl}phenyl)-N-(4-cyanophenyl)-1,2-dimethyl-1H-pyrrole-3-carboxamide ClC=1C(=CC(=C(C1)C1=CC(=C(N1C)C)C(=O)NC1=CC=C(C=C1)C#N)C(=O)N1CC2=CC=CC=C2C[C@H]1CN1CCOCC1)F